(S)-4-amino-7-chloro-N-(1-methyl-1H-pyrazol-4-yl)-N-(6-(trifluoromethyl)-2,3-dihydrobenzofuran-3-yl)imidazo[1,5-a]quinoxaline-8-carboxamide NC=1C=2N(C3=CC(=C(C=C3N1)Cl)C(=O)N([C@@H]1COC3=C1C=CC(=C3)C(F)(F)F)C=3C=NN(C3)C)C=NC2